ClC=1C=CC(=C(C1)C=1C=C(C=2OCCNC2N1)C=1C=C(C=NC1)NC(C=CN1CCN(CC1)C)=O)F N-{5-[6-(5-chloro-2-fluorophenyl)-2H,3H,4H-pyrido[3,2-b][1,4]oxazin-8-yl]pyridin-3-yl}-3-(4-methylpiperazin-1-yl)propenamide